ClC=1C=CC2=C(N(C3=C(N(C2=O)CCOCC#C)C=CC=C3)CCCCNC/C=C/C(=O)OCC)C1 ethyl (E)-4-{[4-[3-chloro-10-[2-(prop-2-yn-1-yloxy)ethyl]-11-oxo-10,11-dihydro-5H-dibenzo[b,e][1,4]diazepin-5-yl]butyl]amino}but-2-enoate